5-[(5-fluoro-3-pyridyl)amino]-N-spiro[3.4]octan-3-yl-1H-pyrrolo[2,3-c]pyridine-7-carboxamide FC=1C=C(C=NC1)NC=1C=C2C(=C(N1)C(=O)NC1CCC13CCCC3)NC=C2